N-methyl-oleamide tert-butyl-4-[(1S,4R,5R)-5-[[4-cyclopropyl-1-(2,6-dichlorophenyl)-1H-pyrazol-5-yl]methoxy]-3-oxo-2-azabicyclo[2.2.1]heptan-2-yl]benzoate C(C)(C)(C)OC(C1=CC=C(C=C1)N1[C@@H]2C[C@H]([C@H](C1=O)C2)OCC2=C(C=NN2C2=C(C=CC=C2Cl)Cl)C2CC2)=O.CNC(CCCCCCC\C=C/CCCCCCCC)=O